2-phenethyl-phenylglycidyl ether C(CC1=CC=CC=C1)C1=C(C=CC=C1)C(C1CO1)OC(C1CO1)C1=C(C=CC=C1)CCC1=CC=CC=C1